FC(C1=CC=C(C=C1)NCCCC1=C(C=CC=C1)O)(F)F 2-(((4-(trifluoromethyl)phenyl)amino)propyl)phenol